FC=1C=C(C=CC1OC1=CC=NC2=CC(=C(N=C12)OCCCN1CCOCC1)OC)NC(=O)C=1C=NC(=C(C1O)C1=C(C=C(C=C1)F)C)C N-[3-Fluoro-4-[[7-methoxy-6-(3-morpholin-4-ylpropoxy)-1,5-naphthyridin-4-yl]oxy]phenyl]-5-(4-fluoro-2-methylphenyl)-4-hydroxy-6-methylpyridine-3-carboxamide